4-(2-acryloyl-1,2,3,4-tetrahydroisoquinolin-5-yl)-5-fluoro-2,3-dimethyl-1H-indole-7-carboxamide C(C=C)(=O)N1CC2=CC=CC(=C2CC1)C1=C2C(=C(NC2=C(C=C1F)C(=O)N)C)C